S1C(=CC=C1)C1=C2N=CC=NC2=C(C=C1)C=1SC=CC1 5,8-dithienylquinoxaline